ClC=1C(=NC(=NC1)NC1=CC=C2CCNC(C2=C1)=O)NC1=C(C=CC=C1)P(=O)(C)C 7-((5-Chloro-4-((2-(dimethylphosphoryl)phenyl)amino)pyrimidin-2-yl)amino)-3,4-dihydroisoquinoline-1(2H)-one